4-morpholino-3-tolylamine O1CCN(CC1)C1=C(C=C(C=C1)C)N